NC1=NC(=NC=2C=CC3=C(C12)C=CN3CCCN3CCN(CC3)C(=O)OC(C)(C)C)N tert-butyl 4-[3-(1,3-diaminopyrrolo[3,2-f]quinazolin-7-yl)propyl]piperazine-1-carboxylate